4,7-bis(sulfonatophenyl)-1,10-phenanthroline S(=O)(=O)([O-])C1=C(C=CC=C1)C1=CC=NC2=C3N=CC=C(C3=CC=C12)C1=C(C=CC=C1)S(=O)(=O)[O-]